3,4-Dihydro-2H-azepin N=1CCCC=CC1